(S)-2-amino-3-(4-(5-phenyl-1,3,4-oxadiazole-2-yl)phenyl)propionic acid hydrochloride Cl.N[C@H](C(=O)O)CC1=CC=C(C=C1)C=1OC(=NN1)C1=CC=CC=C1